benzyl (2R)-2-{[(trifluoromethyl) sulfonyl]oxy}propanoate FC(S(=O)(=O)O[C@@H](C(=O)OCC1=CC=CC=C1)C)(F)F